methyl-3-propylimidazolium chloride [Cl-].CC=1NC=C[N+]1CCC